(Fluoromethyl)triphenylphosphonium tetrafluoroborate F[B-](F)(F)F.FC[P+](C1=CC=CC=C1)(C1=CC=CC=C1)C1=CC=CC=C1